3-(4-((7-(4-(methylsulfonyl)piperazin-1-yl)heptyl)thio)-1-oxoisoindolin-2-yl)piperidine-2,6-dione CS(=O)(=O)N1CCN(CC1)CCCCCCCSC1=C2CN(C(C2=CC=C1)=O)C1C(NC(CC1)=O)=O